(1r,4r)-N1-(4-(6-(3-Methoxyphenyl)imidazo[1,2-a]pyridin-3-yl)-5-methylpyrimidin-2-yl)cyclohexane-1,4-diamine COC=1C=C(C=CC1)C=1C=CC=2N(C1)C(=CN2)C2=NC(=NC=C2C)NC2CCC(CC2)N